2-(6-amino-2H-indazol-2-yl)ethanol NC=1C=CC2=CN(N=C2C1)CCO